FC1=CC=C(C=C1)C1=CC2=C(N(C=N2)CC(C)(O)C)C=C1 1-[5-(4-fluorophenyl)-1H-benzimidazol-1-yl]-2-methylpropan-2-ol